4-ethylpyridin-2(1H)-one C(C)C1=CC(NC=C1)=O